5-(4-chlorophenyl)-4-methoxy-N-(4-((4-methylpiperazin-1-yl)methyl)phenyl)-7H-pyrrolo[2,3-d]pyrimidin-2-amine ClC1=CC=C(C=C1)C1=CNC=2N=C(N=C(C21)OC)NC2=CC=C(C=C2)CN2CCN(CC2)C